FC1=C(C[C@H](N)C(=O)O)C(=CC=C1)F 2,6-difluoro-L-phenylalanine